Fluorocyanate FOC#N